N[C@H](C=1N=C2N(N=CC(=C2)[C@@H](CCOC)N2C(N[C@@H](C2)C(F)(F)F)=O)C1)C1CCC(CC1)(F)F |o1:10| (S)-1-((R*)-1-(2-((S)-Amino(4,4-difluorocyclohexyl)methyl)imidazo[1,2-b]pyridazin-7-yl)-3-methoxypropyl)-4-(trifluoromethyl)imidazolidin-2-one